BrC1=NN=C(S1)CN(C1(CC1)C(=O)OC)C(NC(C)C)=O methyl 1-[(5-bromo-1,3,4-thiadiazol-2-yl)methyl-(isopropylcarbamoyl)amino]cyclopropanecarboxylate